2-carboxy-benzeneacetic acid C(=O)(O)C1=C(C=CC=C1)CC(=O)O